hydroxy-4-(3H-benzotriazol-2-yl)-2-t-butylphenol OC=1C(=C(C=CC1N1NC2=C(N1)C=CC=C2)O)C(C)(C)C